3-methyl-2-butenylboronic acid CC(=CCB(O)O)C